ICC(=O)N1C2=C(NCC3=C1C=CC=C3)C=CC=N2 11-(2-iodoacetyl)-5,11-dihydro-6H-pyrido[2,3-b][1,4]benzodiazepine